C12(CC3CC(CC(C1)C3)C2)NC([C@@H](CCC)N2CCN(CC2)C2=CC=NC3=CC=C(C=C23)F)=O |r| (±)-N-((3R,5R,7R)-Adamantan-1-yl)-2-(4-(6-fluoroquinolin-4-yl)piperazin-1-yl)pentanamide